1-(2-methylbiphenyl-3-yl)-4-(pyrrolidin-1-yl)piperidine CC1=C(C=CC=C1N1CCC(CC1)N1CCCC1)C1=CC=CC=C1